6-methyl-N-((5-(piperazin-1-yl)pyrazin-2-yl)methyl)quinolin-8-amine CC=1C=C2C=CC=NC2=C(C1)NCC1=NC=C(N=C1)N1CCNCC1